FC=1C=C(C=C(C1F)F)C=1N=NN(C1)[C@@H]1[C@H]([C@@H](SCCCC)O[C@@H]([C@@H]1O)CO)O n-Butyl 3-deoxy-3-[4-(3,4,5-trifluorophenyl)-1H-1,2,3-triazol-1-yl]-1-thio-α-D-galactopyranoside